FC(C=1C=CC=2N(N1)C(=CN2)C=2C=NC=C(C2)N2CC1(CN(C1)S(=O)(=O)C)CCC2)F 6-(difluoromethyl)-3-(5-(2-(methylsulfonyl)-2,6-diazaspiro[3.5]nonan-6-yl)pyridin-3-yl)imidazo[1,2-b]pyridazin